C(C1=CC=CC=C1)OCC1=CC=C(C=C1)NC(C1=C(C=CC(=C1)C1=NC(=C(N=C1)C)NS(=O)(=O)C)F)=O N-(4-((Benzyloxy)methyl)phenyl)-2-fluoro-5-(5-methyl-6-(methylsulfonamido)pyrazin-2-yl)benzamide